2-(3-ethyladamantan-1-yl)acetamide C(C)C12CC3(CC(CC(C1)C3)C2)CC(=O)N